[2H]C([2H])(C([2H])([2H])S(=O)(=O)O)N Taurine-d4